FC(CNC1=NC=CC=C1)(F)F [(2,2,2-trifluoroethyl)amino]pyridine